tert-Butyl (R)-2-(1-oxo-6-(4,4,5,5-tetramethyl-1,3,2-dioxaborolan-2-yl)-3,4-dihydropyrrolo[1,2-c]pyrimidin-2(1H)-yl)propanoate O=C1N(CCC=2N1C=C(C2)B2OC(C(O2)(C)C)(C)C)[C@@H](C(=O)OC(C)(C)C)C